(R)-3-((3-nitropyridin-4-yl)amino)piperidine-1-carboxylic acid tert-butyl ester C(C)(C)(C)OC(=O)N1C[C@@H](CCC1)NC1=C(C=NC=C1)[N+](=O)[O-]